(6S)-6-[2-Chloro-3-(2-chloro-phenyl)phenyl]-2-imino-6-methyl-3-[(2S,4S)-2-methyltetrahydro-pyran-4-yl]hexahydropyrimidin-4-one trifluoroacetic acid salt FC(C(=O)O)(F)F.ClC1=C(C=CC=C1C1=C(C=CC=C1)Cl)[C@@]1(CC(N(C(N1)=N)[C@@H]1C[C@@H](OCC1)C)=O)C